tert-butyl (4-((4-((1-(tert-butyl)-3-((1S,3R)-3-((tert-butyldimethylsilyl)oxy)cyclopentyl)-1H-pyrazol-5-yl)amino)pyridin-2-yl)oxy)pentyl)carbamate C(C)(C)(C)N1N=C(C=C1NC1=CC(=NC=C1)OC(CCCNC(OC(C)(C)C)=O)C)[C@@H]1C[C@@H](CC1)O[Si](C)(C)C(C)(C)C